C(#N)C[C@H]1N(CC[C@@H](C1)N1N=NC=2C(=NC=3C(=C(C(=CC3C21)Cl)C2=C(C(=CC=C2)Cl)Cl)Cl)N2CC(C2)N(C)C)C(=O)OC(C)(C)C tert-butyl (2S,4S)-2-(cyanomethyl)-4-(6,8-dichloro-7-(2,3-dichlorophenyl)-4-(3-(dimethylamino)azetidin-1-yl)-1H-[1,2,3]triazolo[4,5-c]quinolin-1-yl)piperidine-1-carboxylate